C1(CCCC1)NC=1C2=C(N=C(N1)OC=1C=NC=CC1)N(C=C2)[C@H]2[C@@H]([C@@H]([C@H](O2)COCP(O)(O)=O)O)O [(2R,3S,4R,5R)-5-[4-(cyclopentylamino)-2-(3-pyridyloxy)pyrrolo-[2,3-d]pyrimidin-7-yl]-3,4-dihydroxy-tetra-hydrofuran-2-yl]meth-oxymethylphosphonic acid